5-bromo-1,3-dimethyliodobenzene BrC=1C=C(C(=C(C1)C)I)C